3-(pyridin-2-yldisulfanyl)-1,2,3,4-tetrahydronaphthalen-2-ol N1=C(C=CC=C1)SSC1C(CC2=CC=CC=C2C1)O